methyl (2R)-2-methyl-3-(6-methyl-[1,2,4]triazolo[4,3-a]pyridin-7-yl)propanoate C[C@@H](C(=O)OC)CC1=CC=2N(C=C1C)C=NN2